Methyl-1,4-dichlorophthalazine CC1=C2C(=NN=C(C2=CC=C1)Cl)Cl